C1(=CC=CC=C1)C(C(=O)C1=CC=CC=C1)OS(=O)(=O)C1=CC=C(C)C=C1 2-phenyl-2-(p-toluenesulfonyl-oxy)acetophenone